BrCCOCCN1N=C(C2=C1C(N(CC2)CC2(CC2)S(=O)(=O)C(CO)(C)C)=O)C(=O)NCC2=CC=C(C=C2)C#N 1-(2-(2-Bromoethoxy)ethyl)-N-(4-cyanobenzyl)-6-((1-((1-hydroxy-2-methylpropan-2-yl)Sulfonyl)cyclopropyl)methyl)-7-oxo-4,5,6,7-tetrahydro-1H-pyrazolo[3,4-c]Pyridine-3-carboxamide